(2-((4-fluorophenyl)ethynyl)pyridin-4-yl)methanol FC1=CC=C(C=C1)C#CC1=NC=CC(=C1)CO